5-methoxy-1-trityl-pyrazolo[4,3-b]pyridin-3-ol COC1=CC=C2C(=N1)C(=NN2C(C2=CC=CC=C2)(C2=CC=CC=C2)C2=CC=CC=C2)O